ClC1=NN(C=C1N(C(=O)C=1C=NC(=NC1)C1CC1)CC=1C=CC=2C3=C(C(=NC2C1)NCC1=C(C=C(C=C1)OC)OC)COC3)C N-(3-chloro-1-methyl-1H-pyrazol-4-yl)-2-cyclopropyl-N-[(4-{[(2,4-dimethoxy-phenyl)methyl]amino}-1H,3H-furo[3,4-c]quinolin-7-yl)methyl]pyrimidine-5-carboxamide